C(CC)O e-propanol